OC1(CCC(CC1)O)C(=O)OCC1=CC=CC2=CC=CC=C12 Naphthalen-1-ylmethyl (1s,4s)-1,4-dihydroxycyclohexane-1-carboxylate